FC1=C(C=CC=C1)P(NC)C1=CC=C(C=C1)[Si](CCCC)(CCCC)CCCC 1-(2-fluorophenyl)-N-methyl-1-(4-(tributylsilyl)phenyl)phosphanamine